tert-butyl N-[3-(acetamidomethyl)-1-bicyclo[1.1.1]pentanyl]carbamate C(C)(=O)NCC12CC(C1)(C2)NC(OC(C)(C)C)=O